C(#N)C=1C=C(C=CC1OC(C)C)C1=NC(=NO1)C1=CC=2C3=C(N(C2C=C1)CCC(=O)O)CCC3 3-(7-(5-(3-cyano-4-isopropoxyphenyl)-1,2,4-oxadiazol-3-yl)-2,3-dihydrocyclopenta[b]indol-4(1H)-yl)propionic acid